1,1'-azodi(hexahydrobenzonitrile) N(=NC1(C#N)CCCCC1)C1(C#N)CCCCC1